C1C[C@H]2C(=O)N[C@H](C(=O)N2C1)CC3=CC=C(C=C3)O The molecule is a homodetic cyclic peptide that is a dipeptide composed of L-proline and L-tyrosine joined by peptide linkages. It has a role as a metabolite. It is a dipeptide, a homodetic cyclic peptide, a pyrrolopyrazine and a member of phenols. It derives from a L-proline and a L-tyrosine.